C(C)(C)(C)OC(=O)N1CCN(CC1)CCCOC=1C=C(C=CC1)C1=CC=C2C(=CC=NC2=C1)C(=O)OC methyl 7-(3-(3-(4-(tert-butoxycarbonyl)piperazin-1-yl)propoxy)phenyl)quinoline-4-carboxylate